4-Bromo-thiophene BrC=1C=CSC1